CC1=C(CC2N(C(C=3C2=NC=CC3)=O)CC3=CC2=C(NC(O2)=O)C=C3)C=CC=C1 6-((7-(2-methylbenzyl)-5-oxo-5,7-dihydro-6H-pyrrolo[3,4-b]pyridin-6-yl)methyl)benzo[d]oxazol-2(3H)-one